N-(3-cyano-5-pyrazin-2-yl-2-pyridyl)-2-[3,5-dimethyl-4-[2-(trifluoromethyl)-4-pyridyl]pyrazol-1-yl]acetamide C(#N)C=1C(=NC=C(C1)C1=NC=CN=C1)NC(CN1N=C(C(=C1C)C1=CC(=NC=C1)C(F)(F)F)C)=O